3-amino-6-(3-(4-hydroxycyclohexylcarbamoyl)phenyl)-N-phenylpyrazine-2-carboxamide NC=1C(=NC(=CN1)C1=CC(=CC=C1)C(NC1CCC(CC1)O)=O)C(=O)NC1=CC=CC=C1